1-methyl-4-((S)-1-(((R)-((R)-7-(1-methyl-1H-pyrazol-4-yl)-1,2,3,4-tetrahydropyrido[2,3-b]pyrazin-3-yl)(phenyl)methyl)amino)propan-2-yl)pyridin-2(1H)-one CN1C(C=C(C=C1)[C@@H](CN[C@H](C1=CC=CC=C1)[C@H]1CNC2=C(N1)N=CC(=C2)C=2C=NN(C2)C)C)=O